C(C)N(C1C(CC1)OC=1C=C2CN(C(C2=CC1)=O)C1C(NC(CC1)=O)=O)CC 3-(5-(2-(diethylamino)cyclobutoxy)-1-oxoisoindolin-2-yl)piperidine-2,6-dione